BrC=1C=C(C=CC1O)CC(C(=O)O)=O (3-bromo-4-hydroxyphenyl)-2-oxopropanoic acid